(S)-3,4-dimethyl-2-oxo-1,2,3,4-tetrahydroquinazoline-7-carboxylic acid CN1C(NC2=CC(=CC=C2[C@@H]1C)C(=O)O)=O